2,2-bis(mercaptomethylthio)ethanethiol SCSC(CS)SCS